FC(C(C(C(C(=C(C(C(C(C(F)(F)F)(F)F)(F)F)(F)F)F)F)(F)F)(F)F)(F)F)(F)F perfluoro-dec-5-ene